C1(CC1)S(=O)(=O)N1C[C@H]([C@@H](CC1)NC1=NN2C(C=N1)=C(C=C2C2=CC=C(C=C2)C(F)F)F)O (3R,4R)-1-(cyclopropylsulfonyl)-4-((7-(4-(difluoromethyl)phenyl)-5-fluoropyrrolo[2,1-f][1,2,4]triazin-2-yl)amino)piperidin-3-ol